ClC=1C(=CC(=NC1)NC([C@@H](C)C1=CC(=NC=C1)OC)=O)C1=C2N(N=C1)CC(C2)(C)C (S)-N-(5-chloro-4-(5,5-dimethyl-5,6-dihydro-4H-pyrrolo[1,2-b]pyrazol-3-yl)pyridin-2-yl)-2-(2-methoxypyridin-4-yl)propanamide